1-(4-benzyl-3-oxo-3,4-dihydro-2H-benzo[b][1,4]thiazin-6-yl)-3-(5-(2-oxoindol-6-yl)-1H-indol-3-yl)urea C(C1=CC=CC=C1)N1C2=C(SCC1=O)C=CC(=C2)NC(=O)NC2=CNC1=CC=C(C=C21)C=2C=CC1=CC(N=C1C2)=O